(S)-(4-(difluoromethyl)oxazol-5-yl)(4-(5-fluoropyrazolo[1,5-a]pyridin-2-yl)-6,7-dihydro-1H-imidazo[4,5-c]pyridin-5(4H)-yl)methanone FC(C=1N=COC1C(=O)N1[C@@H](C2=C(CC1)NC=N2)C2=NN1C(C=C(C=C1)F)=C2)F